2-(1-(4-((4-(2-(4-ethylpiperazin-1-yl)-2-oxoethoxy)phenyl)amino)-5-oxo-5,6-dihydropyrimido[4,5-d]pyridazin-2-yl)piperidin-4-yl)acetonitrile C(C)N1CCN(CC1)C(COC1=CC=C(C=C1)NC1=NC(=NC=2C=NNC(C21)=O)N2CCC(CC2)CC#N)=O